N-(2,2-Dimethyl-3-acetoxypropyliden)-2-(2-aminoethoxy)ethan-1-ol CC(C=NCCOCCO)(COC(C)=O)C